tert-butyl (S)-2-methyl-4-(1-((6-methylimidazo[1,2-a]pyrazin-2-yl)carbamoyl)-2,3-dihydro-1H-pyrrolo[2,3-b]pyridin-4-yl)piperazine-1-carboxylate C[C@@H]1N(CCN(C1)C1=C2C(=NC=C1)N(CC2)C(NC=2N=C1N(C=C(N=C1)C)C2)=O)C(=O)OC(C)(C)C